4,7-dioxa-1,8-nonanediol C(CCOCCOC(C)O)O